amino-2-Benzimidazolone NC1=CC=CC2=NC(N=C21)=O